(cyclopropylmethoxy)-1-(difluoromethoxy)-4-iodobenzene C1(CC1)COC1=C(C=CC(=C1)I)OC(F)F